FC1C(C1)C(=O)NC1=NN2C(C=C(C=C2)C2=C3C=NNC3=C(C(=C2C)F)OC(F)(F)F)=C1 2-fluoro-N-(5-(6-fluoro-5-methyl-7-(trifluoromethoxy)-1H-indazol-4-yl)pyrazolo[1,5-a]pyridin-2-yl)cyclopropane-1-carboxamide